1,4-bis[(3-(3-aminopropyl)-myristylamino)-propyl]piperazine NCCCC(CCNCCCN1CCN(CC1)CCCNCCC(CCCCCCCCCCC)CCCN)CCCCCCCCCCC